C(C)(=O)C=1C=C(N2C=CC(=CC12)OC)C(=O)OC(C)(C)C tert-Butyl 1-acetyl-7-methoxyindolizine-3-carboxylate